(3Z,6Z,9S,10R)-9,10-epoxy-octadecadien C=C\C=C/CCCC[C@H]1[C@@H](CCCCCCCC)O1